2,2-dimethyl-4-hydroxy-5-methoxy-7-(p-toluenesulfonyloxy)-2,3-dihydrobenzopyran CC1(OC2=C(C(C1)O)C(=CC(=C2)OS(=O)(=O)C2=CC=C(C)C=C2)OC)C